2-(4-((1-(tert-Butoxycarbonyl)azetidin-3-yl)ethynyl)-1H-pyrazol-1-yl)-2-methylpropanoic acid C(C)(C)(C)OC(=O)N1CC(C1)C#CC=1C=NN(C1)C(C(=O)O)(C)C